FC1=C(C=CC(=C1F)OC)C1=CN=C2N1C=CN=C2NC2=CC(=C(C=C2)C(=O)N2CCC(CC2)C(=O)N2C[C@@H](NCC2)CO)C [4-[[3-(2,3-difluoro-4-methoxyphenyl)imidazo[1,2-a]pyrazin-8-yl]amino]-2-methylphenyl]-[4-[(3R)-3-(hydroxymethyl)piperazine-1-carbonyl]piperidin-1-yl]methanone